Cl.OC=1C=C(C(CNC)O)C=CC1 (-)-m-hydroxy-α-[(methyl-amino)methyl]benzyl alcohol hydrochloride